ClC1=NC=2CC(N(CC2C=C1)C(=O)OC(C)(C)C)C=O tert-butyl 2-chloro-7-formyl-7,8-dihydro-1,6-naphthyridine-6(5H)-carboxylate